BrC=1C=C(C=NC1[C@H](C)OC)N1CCOCC1 4-[5-bromo-6-[(1s)-1-methoxyethyl]-3-pyridyl]morpholine